BrC(C(=O)OCCCCCCCCCCCCCCCCCCCC)C icosanyl alpha-bromopropionate